[Na].CNC1=CC=CC=C1 4-(methylamino)benzene sodium